3-(7-(2-(cyclohexylamino)-2-oxoethoxy)naphthalen-2-yl)-3-(2,3-dihydrobenzo[b][1,4]dioxin-6-yl)propanoic acid C1(CCCCC1)NC(COC1=CC=C2C=CC(=CC2=C1)C(CC(=O)O)C1=CC2=C(OCCO2)C=C1)=O